NC1=C(CC2N(C(C3=CC=CC=C23)=O)CC2=CC3=C(NC(O3)=O)C=C2)C=CC=C1 6-((1-(2-aminobenzyl)-3-oxoisoindolin-2-yl)methyl)benzo[d]oxazol-2(3H)-one